(2R,3S)-methyl-3-(2-methylphenyl)-1,4-dioxaspiro[4.5]decane-2-carboxylate COC(=O)[C@@H]1OC2(O[C@H]1C1=C(C=CC=C1)C)CCCCC2